methyl-4-[2-[4,6-bis(trifluoromethyl)-1,3,5-triazin-2-yl]-6-chloro-1,3,4,9-tetrahydropyrido[3,4-b]indol-1-yl]-3-oxo-butanoate COC(CC(CC1N(CCC2=C1NC1=CC=C(C=C21)Cl)C2=NC(=NC(=N2)C(F)(F)F)C(F)(F)F)=O)=O